dibenzoyldiethyl-german C(C1=CC=CC=C1)(=O)[Ge](CC)(CC)C(C1=CC=CC=C1)=O